FC1=CC(=C2/C(/OC(C2=C1)=O)=C/C=1SC=CN1)[N+](=O)[O-] (Z)-6-fluoro-4-nitro-3-(thiazol-2-ylmethylene)isobenzofuran-1(3H)-one